5,8-dibromo-2,3-bis(4-methoxyphenyl)quinoxaline BrC1=C2N=C(C(=NC2=C(C=C1)Br)C1=CC=C(C=C1)OC)C1=CC=C(C=C1)OC